BrC=1N=C(C=2N(C1)C=C(N2)C(=O)N2C[C@H]([C@@]1(CC2)NCC2=CC=CC=C2C1)O)OC[C@H]1OCCC1 |o1:30| (6-bromo-8-(((S or R)-tetrahydrofuran-2-yl)methoxy)imidazo[1,2-a]pyrazin-2-yl)((3R,3'R)-3'-hydroxy-1,4-dihydro-2H-spiro[isoquinoline-3,4'-piperidin]-1'-yl)methanone